3-(1-oxo-5-(((1R,2S)-2-((R)-3-phenylpyrrolidin-1-yl)cyclohexyl)oxy)isoindolin-2-yl)piperidine-2,6-dione O=C1N(CC2=CC(=CC=C12)O[C@H]1[C@H](CCCC1)N1C[C@H](CC1)C1=CC=CC=C1)C1C(NC(CC1)=O)=O